tert-butyl (2S,4R)-1-[(2S)-2-[3-[4-(dimethoxymethyl)-1-piperidyl]isoxazol-5-yl]-3-methyl-butanoyl]-4-hydroxy-pyrrolidine-2-carboxylate COC(C1CCN(CC1)C1=NOC(=C1)[C@@H](C(=O)N1[C@@H](C[C@H](C1)O)C(=O)OC(C)(C)C)C(C)C)OC